2-((S)-1-propenoyl-4-(2-(((S)-1-methylpyrrolidin-2-yl)methoxy)-7-(naphthalen-1-yl)-5,6,7,8-tetrahydropyrido[3,4-d]pyrimidin-4-yl)piperazin-2-yl)acetonitrile C(C=C)(=O)N1[C@H](CN(CC1)C=1C2=C(N=C(N1)OC[C@H]1N(CCC1)C)CN(CC2)C2=CC=CC1=CC=CC=C21)CC#N